1-({5-chloro-4-oxo-1H-4λ5-imidazo[4,5-b]pyridin-2-yl}methyl)-4-[(2,4-dichlorophenyl)methyl]-3-ethyl-2,3-dihydro-1H-imidazol-2-one ClC1=CC=C2C(=N1=O)N=C(N2)CN2C(N(C(=C2)CC2=C(C=C(C=C2)Cl)Cl)CC)=O